rac-6-(((tetrahydrofuran-3-yl)oxy)methyl)quinoline-4-carboxylic acid O1C[C@@H](CC1)OCC=1C=C2C(=CC=NC2=CC1)C(=O)O |r|